C(#N)C=1C=CC(=C(C1)C1=CC(=NC=C1C(=O)NC=1SC2=C(N1)CN(C2)C(C2=NC=CC=C2C)=O)C)OC 4-(5-cyano-2-methoxyphenyl)-6-methyl-N-(5-(3-methylpicolinoyl)-5,6-dihydro-4H-pyrrolo[3,4-d]thiazol-2-yl)nicotinamide